Tert-butyl-[[5-(methoxymethoxy)-2-methyl-phenyl]methoxy]-dimethyl-silane C(C)(C)(C)[Si](C)(C)OCC1=C(C=CC(=C1)OCOC)C